2-methoxy-5-[4-(methoxymethyl)tetrahydropyran-4-yl]benzenesulfonyl chloride COC1=C(C=C(C=C1)C1(CCOCC1)COC)S(=O)(=O)Cl